tert-butyl (1S,4S)-5-[6-[(2-benzoylamino-4-pyridinyl) amino]-5-nitro-2-pyridinyl]-2,5-diazabicyclo[2.2.1]heptane-2-carboxylate C(C1=CC=CC=C1)(=O)NC1=NC=CC(=C1)NC1=C(C=CC(=N1)N1[C@@H]2CN([C@H](C1)C2)C(=O)OC(C)(C)C)[N+](=O)[O-]